ClC1=CC=C(S1)[C@]1(N(C(C[C@H]1C1(CC1)C(=O)N)=O)C=1C=C2C=NN(C2=CC1)C1=CC=C(C=C1)F)C ((2S,3S)-2-(5-chlorothien-2-yl)-1-(1-(4-fluorophenyl)-1H-indazol-5-yl)-2-methyl-5-oxopyrrolidin-3-yl)cyclopropanecarboxamide